tert-butyl 4-[7-[(8-fluoro-2-methyl-imidazo[1,2-a]pyridin-6-yl)carbamoyl]-3-(2-trimethylsilylethoxy-methyl)benzimidazol-4-yl]-3-oxo-piperazine-1-carboxylate FC=1C=2N(C=C(C1)NC(=O)C1=CC=C(C3=C1N=CN3COCC[Si](C)(C)C)N3C(CN(CC3)C(=O)OC(C)(C)C)=O)C=C(N2)C